ClC=1N=C(C(=NC1)OC1CN(CC1)C(=O)OC(C)(C)C)C1CC1 tert-butyl 3-[(5-chloro-3-cyclopropylpyrazin-2-yl)oxy]pyrrolidine-1-carboxylate